OC=C1C(CC(CC1=O)C1=C(C=CC=C1)OC)=O 2-(hydroxymethylene)-5-(2-methoxyphenyl)cyclohexane-1,3-dione